triisopropylsiloxymethyl-3,4,5-tris(octadecyloxy)benzene C(C)(C)[Si](OCC1=CC(=C(C(=C1)OCCCCCCCCCCCCCCCCCC)OCCCCCCCCCCCCCCCCCC)OCCCCCCCCCCCCCCCCCC)(C(C)C)C(C)C